5-(4-((3-methyl-2,4-dioxo-1,2,3,4-tetrahydropyrido[3,2-d]pyrimidin-7-yl)methyl)piperazin-1-yl)-6-chloro-N-methylpyridinecarboxamide CN1C(NC2=C(C1=O)N=CC(=C2)CN2CCN(CC2)C=2C=CC(=NC2Cl)C(=O)NC)=O